(3S)-3-[5-[1-[tert-butyl-(dimethyl)silyl]Oxobutan-3-enyl]-1-oxo-isoIndol-2-yl]Piperidine-2,6-dione C(C)(C)(C)[Si](C(CC=C=O)C=1C=C2CN(C(C2=CC1)=O)[C@@H]1C(NC(CC1)=O)=O)(C)C